C[Si](CC(COCCOCCO)C)(O[Si](C)(C)C)O[Si](C)(C)C diethylene glycol (3-methyl-bis(trimethylsiloxy) silyl-2-methylpropyl) ether